ClC=1C=C2C3=C(N(C2=CC1)C(=O)OC(C)(C)C)C(N(CC3)C(=O)OC(C)(C)C)CC(CO)O di-tert-butyl 6-chloro-1-(2,3-dihydroxypropyl)-3,4-dihydro-1H-pyrido[3,4-b]indole-2,9-dicarboxylate